C(C)(=O)O[C@@H]1[C@H]([C@H]2OC(OC[C@H]2O[C@H]1C(=O)OC)C1=CC=CC=C1)N=[N+]=[N-] methyl (4aR,6R,7R,8S,8aR)-7-acetoxy-8-azido-2-phenylhexahydropyrano[3,2-d][1,3]dioxine-6-carboxylate